OC[C@]1(CN(CC1)C=1N=NC(=C2C1N=CC=C2)C2=C(C=C(C=C2)C(F)(F)F)O)C (R)-2-(8-(3-(hydroxymethyl)-3-methylpyrrolidin-1-yl)pyrido[2,3-d]pyridazin-5-yl)-5-(trifluoromethyl)phenol